IC=1C(=NC=CC1C(F)(F)F)N 3-iodo-4-(trifluoromethyl)pyridin-2-amine